(Z)-1-(3-Ethyl-5-methoxy-2,3-dihydrobenzothiazol-2-ylidene)propan-2-one C(C)N1/C(/SC2=C1C=C(C=C2)OC)=C/C(C)=O